C1(CC1)C(=O)N1CCN(CC1)C(=O)C=1N(C2=CC=C(C(=C2C1)Cl)Cl)COCC[Si](C)(C)C (4-(cyclopropanecarbonyl)piperazin-1-yl)(4,5-dichloro-1-((2-(trimethyl-silyl)ethoxy)methyl)-1H-indol-2-yl)methanone